(S)-2-(1-methyl-1H-pyrazol-4-yl)-N-(2-methyl-5-(2-(3-methylmorpholino)acetamido)pyridin-3-yl)pyrazolo[5,1-b]thiazole-7-carboxamide CN1N=CC(=C1)C1=CN2C(S1)=C(C=N2)C(=O)NC=2C(=NC=C(C2)NC(CN2[C@H](COCC2)C)=O)C